3-(1-Ethyl-3-methyl-1H-pyrazol-5-yl)-3-hydroxy-2-(4-(trimethylsilyl)phenyl)acrylonitrile C(C)N1N=C(C=C1C(=C(C#N)C1=CC=C(C=C1)[Si](C)(C)C)O)C